1-(trans-5-((3-methyl-4-(trifluoromethyl)benzyl)oxy)octa-hydrocyclopenta-[c]pyrrole-2-carbonyl)-1H-pyrazole-3-carboxylic acid CC=1C=C(COC2CC3C(CN(C3)C(=O)N3N=C(C=C3)C(=O)O)C2)C=CC1C(F)(F)F